C(C1=CC=CC=C1)(=O)OC1C[C@@H]2C=C[C@H](C1)N2N2C(C1=CC=CC=C1C2=O)=O (1R,3r,5S)-8-(1,3-dioxoisoindolin-2-yl)-8-azabicyclo[3.2.1]oct-6-en-3-yl benzoate